ClC1=C(C(=O)O)C(=CC(=C1)C(NCC1=CC(=CC=C1)O)=O)Cl 2,6-dichloro-4-(3-hydroxybenzylcarbamoyl)benzoic acid